CC=1C=C(C=CC1OC1=CC=2N(C=C1)N=CN2)NC=2C1=C(N=CN2)C=CC(=N1)C=1CCN(CCC1)C(C=C)=O 1-(4-[4-[(3-methyl-4-[[1,2,4]triazolo[1,5-a]pyridin-7-yloxy]phenyl)amino]pyrido[3,2-d]pyrimidin-6-yl]-2,3,6,7-tetrahydroazepin-1-yl)prop-2-en-1-one